aminorhamnose NC(=O)[C@H](O)[C@H](O)[C@@H](O)[C@@H](O)C